Cl.N[C@H](C(=O)NC1=CC=C(C=C1)N[C@@H]1C[C@@H](N(C2=CC=CC=C12)C(CC)=O)C)C |o1:13,15| (S)-2-amino-N-(4-{[(2S*,4R*)-2-methyl-1-propionyl-1,2,3,4-tetrahydroquinolin-4-yl]amino}phenyl)propanamide hydrochloride